2-Phenoxy-5-[(phenylcarbamoyl)amino]benzoic acid methyl ester COC(C1=C(C=CC(=C1)NC(NC1=CC=CC=C1)=O)OC1=CC=CC=C1)=O